(E)-2-bromo-5,6-difluoro-3-methylbenzaldehyde-O-methyloxime CO\N=C\C1=C(C(=CC(=C1F)F)C)Br